C(C)(C)(C)C=1OC(=CN1)C(=O)NC1=C(C=C(C(=C1)C1=CC=2N(C(=C1)N1CCOCC1)N=C(N2)CC)C)F 2-tert-butyl-N-{5-[2-ethyl-5-(morpholin-4-yl)-[1,2,4]triazolo[1,5-a]pyridin-7-yl]-2-fluoro-4-methylphenyl}-1,3-oxazole-5-carboxamide